C1(CC1)N1C(CN(CC1)C(=O)NC1=CC(=CC=C1)C(C)SC1=NN=CN1C)=O 4-cyclopropyl-N-(3-(1-((4-methyl-4H-1,2,4-triazol-3-yl)thio)ethyl)phenyl)-3-oxopiperazine-1-carboxamide